(R)-1-(2-chlorophenyl)ethan-1-amine hydrochloride Cl.ClC1=C(C=CC=C1)[C@@H](C)N